N1CC(C1)CN1[C@H](C[C@@]2(CC1)OCCC1=C2C=C(S1)CC)C (2'S,4R)-1'-(azetidin-3-ylmethyl)-2-ethyl-2'-methyl-spiro[6,7-dihydrothieno[3,2-c]pyran-4,4'-piperidine]